Tert-Butyl 4-chloro-7H-pyrrolo[2,3-d]pyrimidine-7-carboxylate ClC=1C2=C(N=CN1)N(C=C2)C(=O)OC(C)(C)C